The molecule is dianion of L-erythrulose 1-phosphate arising from deprotonation of the phosphate OH groups; major species at pH 7.3. It is a conjugate base of a L-erythrulose 1-phosphate. It is an enantiomer of a D-erythrulose 1-phosphate(2-). C([C@@H](C(=O)COP(=O)([O-])[O-])O)O